FC=1C=C(C=C(C1)F)OB(O)O 3,5-difluorophenyl-boric acid